[N+](=O)([O-])C1=CC=C2C(=C1)CNCC21CC1 7-nitrospiro[2,3-dihydro-1H-isoquinoline-4,1'-cyclopropane]